NC1=C(/C=C/C(=O)OCC)C(=CC(=C1)F)C(=O)OC (E)-ethyl 2-amino-4-fluoro-6-methoxycarbonylcinnamate